CC1(C(N(CC1)C(=O)NC1=NC(=C(C=C1)OC1=CC(=NC=C1)C=1C=NN(C1)C)C)=O)C 3,3-dimethyl-N-(6-methyl-5-((2-(1-methyl-1H-pyrazol-4-yl)pyridin-4-yl)oxy)pyridin-2-yl)-2-oxopyrrolidine-1-carboxamide